propane-2,2-dithiol CC(C)(S)S